1-(2-Chlorophenyl)-7-cyclopropyl-4-((3-methyl-1,2,4-oxadiazol-5-yl)amino)quinazolin-2(1H)-one ClC1=C(C=CC=C1)N1C(N=C(C2=CC=C(C=C12)C1CC1)NC1=NC(=NO1)C)=O